C(C)(C)(C)OC(=O)N1C[C@@H](CC1)NC=1C=C2C=CC=NC2=CC1 (R)-3-(quinolin-6-ylamino)pyrrolidine-1-carboxylic acid tert-butyl ester